BrC=1C=C2C=C([C@H](OC2=C(C1)Br)C1=CC=C(C=C1)Br)[N+](=O)[O-] (R)-6,8-dibromo-2-(4-bromophenyl)-3-nitro-2H-chromene